Ethyl 2-(1-cyclobutyl-1H-pyrazol-4-yl)-5-({[1-(2,4-difluorophenyl) cyclopropyl] carbonyl} amino)-3-fluorobenzoate C1(CCC1)N1N=CC(=C1)C1=C(C(=O)OCC)C=C(C=C1F)NC(=O)C1(CC1)C1=C(C=C(C=C1)F)F